FC(C(=O)O)(F)F.N1N=CC(=C1)C(=O)O 1H-pyrazole-4-carboxylic acid trifluoroacetate salt